(R)-1-(5-Bromo-6-((3-((4-methoxybenzyl)oxy)-2,6-dimethylphenyl)amino)-2-methylpyridin-3-yl)pyrrolidin-3-ol BrC=1C=C(C(=NC1NC1=C(C(=CC=C1C)OCC1=CC=C(C=C1)OC)C)C)N1C[C@@H](CC1)O